4'-((3-butyl-1-(2-methylphenyl)-5-oxo-1,5-dihydro-4H-1,2,4-triazol-4-yl)methyl)-N-(4,5-dimethylisoxazol-3-yl)-2'-(methoxymethyl)-[1,1'-biphenyl]-2-sulfonamide C(CCC)C1=NN(C(N1CC1=CC(=C(C=C1)C=1C(=CC=CC1)S(=O)(=O)NC1=NOC(=C1C)C)COC)=O)C1=C(C=CC=C1)C